cyclopentyl-N-hydroxy-benzotriazole-5-carboxamidine C1(CCCC1)C1C(=CC=C2N=NN=C21)C(=N)NO